COC1=C(C=CC(=C1)OC)CN1C(N=C(C2=C1C(=C(N=C2)C2=CC(=CC1=CC=CC=C21)OC)F)O)=O 1-[(2,4-dimethoxyphenyl)methyl]-8-fluoro-4-hydroxy-7-(3-methoxy-1-naphthyl)pyrido[4,3-d]pyrimidin-2-one